4-Methylcyclohexan-1,3-diamin CC1C(CC(CC1)N)N